2-(2,6-dioxopiperidin-3-yl)-5-(5-((1-(2-(4-(1,2-diphenylbut-1-en-1-yl)phenoxy)ethyl)piperidin-4-yl)methyl)-2,5-diazabicyclo[2.2.1]heptane-2-yl)isoindoline-1,3-dione O=C1NC(CCC1N1C(C2=CC=C(C=C2C1=O)N1C2CN(C(C1)C2)CC2CCN(CC2)CCOC2=CC=C(C=C2)C(=C(CC)C2=CC=CC=C2)C2=CC=CC=C2)=O)=O